BrC1=CC=2N=C(NC(C2S1)=O)[C@H]1N(C[C@@H](C1)OC1=CC=CC=C1)C(=O)OC(C)(C)C tert-butyl (2S,4R)-2-(6-bromo-4-oxo-3,4-dihydrothieno[3,2-d]pyrimidin-2-yl)-4-phenoxypyrrolidine-1-carboxylate